OC1=C(C=C(C(=C1)N)OC)N 1-hydroxy-2,5-diamino-4-methoxybenzene